dioctyltin di(octylmercaptoacetate) C(CCCCCCC)SCC(=O)[O-].C(CCCCCCC)SCC(=O)[O-].C(CCCCCCC)[Sn+2]CCCCCCCC